CCCCCCCCCCCCCCCC(=O)OC[C@H](COP(=O)(O)OC[C@H](CO)O)OC(=O)CCCCCCCCCCCCC 1-hexadecanoyl-2-tetradecanoyl-glycero-3-phospho-(1'-sn-glycerol)